2-(3-(2-(4-chlorophenyl)imidazo[1,2-a]pyridin-6-yl)phenyl)propan-2-ol ClC1=CC=C(C=C1)C=1N=C2N(C=C(C=C2)C=2C=C(C=CC2)C(C)(C)O)C1